(4-amino-7-fluoroimidazo[1,5-a]quinoxalin-8-yl)((2S,4aS,9aR)-7-bromo-6-fluoro-2-methyl-2,3,9,9a-tetrahydroindeno[2,1-b][1,4]oxazin-4(4aH)-yl)methanone NC=1C=2N(C3=CC(=C(C=C3N1)F)C(=O)N1[C@@H]3[C@H](O[C@H](C1)C)CC=1C=C(C(=CC13)F)Br)C=NC2